((5-(3-bromo-2-(difluoromethyl)phenoxy)-3,3-difluoro-2-(4-fluorophenyl)pentan-2-yl)oxy)triethylsilane BrC=1C(=C(OCCC(C(C)(C2=CC=C(C=C2)F)O[Si](CC)(CC)CC)(F)F)C=CC1)C(F)F